ethyl 1-(bromomethyl)cyclopropanecarboxylate BrCC1(CC1)C(=O)OCC